NC1=NNC(C2=C1N(C=C2[C@@H]2CN(CC2)C(C#CC)=O)C2=CC=C(C=C2)OC2=C(C=CC=C2F)F)=O (R)-7-Amino-3-(1-(but-2-ynoyl)pyrrolidin-3-yl)-1-(4-(2,6-difluorophenoxy)phenyl)-1,5-dihydro-4H-pyrrolo[2,3-d]pyridazin-4-on